isochromeno[5,4-cd]azepine 2,2,2-trifluoroacetate FC(C(=O)O)(F)F.C1OC=C2C3=C(C=NC=C2)C=CC=C13